methylcyclopent-2-en-1-one CC=1C(CCC1)=O